C(C)(C)N(C(C(O)C)=O)C(C)C N,N-diisopropyllactamide